4-Methyl-6-oxo-1,6-dihydropyridazine-3-carboxylic acid methyl ester COC(=O)C1=NNC(C=C1C)=O